BrC=1C(=C(C(=CC1)F)C)[C@H]([C@@H](C=1OC(NN1)=O)NS(=O)(=O)C1=C(C=C(C=C1)Cl)OC)C N-((1S,2R)-2-(3-bromo-6-fluoro-2-tolyl)-1-(5-oxo-4,5-dihydro-1,3,4-oxadiazol-2-yl)propyl)-4-chloro-2-methoxybenzenesulfonamide